FC1=C(OC2=NC=C(C(=O)OC)C=C2)C=CC(=C1)C=O methyl 6-(2-fluoro-4-formylphenoxy)nicotinate